N1=CC=CC=C1C(=O)C12C(CCC(N1)C2)C(=O)OC cis-methyl 6-picolinoyl-6-azabicyclo[3.1.1]heptane-2-carboxylate